C(C1=CC=CC=C1)N1C2CN(CC1CC2)C=2C1=C(N=C(N2)OC[C@]23CCCN3C[C@@H](C2)F)C(=C(N=C1)C1=CC(=CC2=CC=C(C(=C12)C#C)F)O)F 4-(4-(8-benzyl-3,8-diazabicyclo[3.2.1]oct-3-yl)-8-fluoro-2-(((2R,7aS)-2-fluorotetrahydro-1H-pyrrolizin-7a-yl)methoxy)pyrido[4,3-d]pyrimidin-7-yl)-5-ethynyl-6-fluoronaphthalen-2-ol